ClC=1C=C(C=NC1N1N=CC=N1)NC(=O)C1CC(C=2C=3N(N=CC21)C=C(N3)C(F)F)(C)C N-(5-chloro-6-(2H-1,2,3-triazol-2-yl)pyridin-3-yl)-2-(difluoromethyl)-9,9-dimethyl-8,9-dihydro-7H-cyclopenta[d]imidazo[1,2-b]pyridazine-7-carboxamide